FC=1C=C2C(NN=C(C2=CC1F)[C@@H](C)N(C(=O)C=1C=CC2=C(N=CO2)C1)C)=O (R)-N-(1-(6,7-difluoro-4-oxo-3,4-dihydrophthalazin-1-yl)ethyl)-N-methylbenzo[d]oxazole-5-carboxamide